5-((5-(cyclopropyl-ethynyl)-6-(2,2,2-trifluoroethoxy)pyridin-3-yl)oxy)-1H-1,2,3-triazole-4-carboxylic acid C1(CC1)C#CC=1C=C(C=NC1OCC(F)(F)F)OC1=C(N=NN1)C(=O)O